N-[(1S)-1-(2-oxo-1H-quinolin-8-yl)ethyl]-5-[4-(trifluoromethyl)phenyl]naphthalene-2-carboxamide O=C1NC2=C(C=CC=C2C=C1)[C@H](C)NC(=O)C1=CC2=CC=CC(=C2C=C1)C1=CC=C(C=C1)C(F)(F)F